2-(phenylamino)-N-(4-phenylpyridin-3-yl)pyrimidine-4-carboxamide C1(=CC=CC=C1)NC1=NC=CC(=N1)C(=O)NC=1C=NC=CC1C1=CC=CC=C1